O1C(COCC1)COC1=CC(=C(C(=N1)C#CC1=CC=C(C=C1)OCCOC1=CC=CC=C1)CC)OCC1=CC=CC=C1 6-((1,4-Dioxan-2-yl)methoxy)-4-(benzyloxy)-3-ethyl-2-((4-(2-phenoxyethoxy)phenyl)ethynyl)pyridine